ClC1=C(C=CC(=C1F)F)B(O)O 2-CHLORO-3,4-DIFLUOROPHENYLBORONIC ACID